3-methyloxetan-2-one CC1C(OC1)=O